methyl 8-(4,5-dimethoxy-2-methylphenyl)-8-oxooctanoate COC1=CC(=C(C=C1OC)C(CCCCCCC(=O)OC)=O)C